N-((1'R,2'S,3'R,4'S)-3'-formyl-4',6'-diphenyl-1',2',3',4'-tetrahydro-[1,1':2',1''-terphenyl]-4'-yl)-4-methylbenzenesulfonamide C(=O)[C@@H]1[C@H]([C@@H](C(=C[C@]1(C1=CC=CC=C1)NS(=O)(=O)C1=CC=C(C=C1)C)C1=CC=CC=C1)C1=CC=CC=C1)C1=CC=CC=C1